S1C(=NC2=C1C=CC=C2)C(S(=O)O)N 1,3-benzothiazol-2-yl-(amino)-methanesulfinic acid